[Cu].[Sn]=O tin oxide copper